(S)-5-((((6-(2-chloro-3-(3-chloro-2-(8-chloro-2-((R)-2-hydroxypropyl)-1,2,3,4-tetrahydroisoquinolin-6-yl)pyridin-4-yl)phenyl)-2-methoxypyridin-3-yl)methyl)amino)methyl)pyrrolidin-2-one ClC1=C(C=CC=C1C1=C(C(=NC=C1)C=1C=C2CCN(CC2=C(C1)Cl)C[C@@H](C)O)Cl)C1=CC=C(C(=N1)OC)CNC[C@@H]1CCC(N1)=O